2,4,5-trimethyl-4,5-dihydro-2H-pyrazolo[4,3-c][1,7]naphthyridin-6-amine CN1N=C2C(C(N(C3=C(N=CC=C23)N)C)C)=C1